C(CC(CCCC)N)N 1,3-Heptanediamine